5-methoxy-2-((4-(trifluoromethyl)benzyl)oxy)benzaldehyde COC=1C=CC(=C(C=O)C1)OCC1=CC=C(C=C1)C(F)(F)F